FC1=CC=C(C=C1)C1(COC1)NS(=O)(=O)C1=CC=C2CCN(CC2=C1)C(C(F)(F)F)=O N-(3-(4-fluorophenyl)oxetan-3-yl)-2-(2,2,2-trifluoroacetyl)-1,2,3,4-tetrahydroisoquinoline-7-sulfonamide